CC(C(=O)O)(C)C=1C=NC(=CC1)[N+](=O)[O-] 2-methyl-2-(6-nitropyridin-3-yl)propionic acid